9-((triisopropylsilyl)oxy)nonanal C(C)(C)[Si](OCCCCCCCCC=O)(C(C)C)C(C)C